FC1C(N2[C@]3(CCN(C[C@H]3C1)CC1=CC=C(C=C1)C(F)(F)F)OC[C@@H]2C(C)C)=O (3S,7aR,11aR)-6-fluoro-3-isopropyl-9-[[4-(trifluoromethyl)phenyl]methyl]-2,3,6,7,7a,8,10,11-octahydrooxazolo[2,3-j][1,6]naphthyridin-5-one